C(C)SC=1OC2=C(C=C(C=C2C(C1)=O)C)[C@@H](C)NC1=C(C(=O)OC)C=C(C=C1)F Methyl 2-[[(1R)-1-(2-ethylsulfanyl-6-methyl-4-oxo-chromen-8-yl)ethyl]amino]-5-fluoro-benzoate